COC1=CC=CC(=C1O)C=CC1=CC=C(C=C1)[N+](=O)[O-] 6-methoxy-2-[2-(4-nitrophenyl)vinyl]phenol